FC=1C=C2C(=NNC2=CC1OCCOC)C1=CC(=NO1)C1=CC=C(C(=O)N2C(CCC2)CNC)C=C1 {[1-(4-{5-[5-fluoro-6-(2-methoxyethoxy)-1H-indazol-3-yl]-1,2-oxazol-3-yl}benzoyl)pyrrolidin-2-yl]methyl}(methyl)amine